The molecule is a 3-hydroxy fatty acyl-CoA that results from the formal condensation of the thiol group of coenzyme A with the carboxy group of (R)-3-hydroxyoctacosanoic acid [(R)-3-hydroxymontanic acid]. It is a (R)-3-hydroxyacyl-CoA, a 3-hydroxy fatty acyl-CoA and an ultra-long-chain fatty acyl-CoA. It derives from an octacosanoic acid. It is a conjugate acid of a (R)-3-hydroxyoctacosanoyl-CoA(4-). CCCCCCCCCCCCCCCCCCCCCCCCC[C@H](CC(=O)SCCNC(=O)CCNC(=O)[C@@H](C(C)(C)COP(=O)(O)OP(=O)(O)OC[C@@H]1[C@H]([C@H]([C@@H](O1)N2C=NC3=C(N=CN=C32)N)O)OP(=O)(O)O)O)O